(Z)-S-(2-(N-((4-amino-2-methylpyrimidin-5-yl)methyl)formamido)-5-hydroxypent-2-en-3-yl) 5,5,8,8-tetramethyl-5,6,7,8-tetrahydronaphthalene-2-carbothioate CC1(C=2C=CC(=CC2C(CC1)(C)C)C(S\C(=C(\C)/N(C=O)CC=1C(=NC(=NC1)C)N)\CCO)=O)C